CN1C=NC=2C(=NC(=CC21)N2C[C@@H]1C([C@@H]1C2)CC(=O)O)N2[C@H](CC2)C 2-((1R,5S,6R)-3-(1-methyl-4-((S)-2-methylazetidine-1-yl)-1H-imidazo[4,5-c]pyridin-6-yl)-3-azabicyclo[3.1.0]hexan-6-yl)acetic acid